COC(=O)C=1C(N(C2=CC(=CC=C2C1N)C(F)(F)F)C1=CC=C(C=C1)OCCO)=O 4-amino-1-(4-(2-hydroxyethoxy)phenyl)-2-oxo-7-(trifluoromethyl)-1,2-dihydroquinoline-3-carboxylic acid methyl ester